P(OC1=CC=C(C=C1)CCCCCCCCC)(OCC(CCCC)CC)=O.[Co+3] cobalt (III) p-nonylphenyl (2-ethylhexyl) phosphonate